N-((1s,3s)-3-((5-(5-acetylthiazol-2-yl)-1H-pyrrolo[2,3-b]pyridin-4-yl)amino)cyclobutyl)-3-cyanobenzenesulfonamide C(C)(=O)C1=CN=C(S1)C=1C(=C2C(=NC1)NC=C2)NC2CC(C2)NS(=O)(=O)C2=CC(=CC=C2)C#N